BrC=1C2=C(C(=NC1)Cl)C(N(C2C2=C(C=CC(=C2)F)Cl)CC2=C(C=C(C=C2)OC)OC)=O 7-bromo-4-chloro-1-(2-chloro-5-fluorophenyl)-2-(2,4-dimethoxybenzyl)-1,2-dihydro-3H-pyrrolo[3,4-c]pyridin-3-one